CN1N=C2C=CC=C(C2=C1)C1=NN(C2=C(C=CC=C12)C)C=1C=CC(=NC1)N1CCC(CC1)NS(=O)(=O)C N-[1-(5-{2',7-dimethyl-1H,2'H-[3,4'-biindazol]-1-yl}pyridin-2-yl)piperidin-4-yl]methanesulfonamide